trifluoropropyl-vinyl-dimethoxysilane FC(CC[Si](OC)(OC)C=C)(F)F